[(4S)-1-[[(1R,2R)-2-[[(4S)-2,2-dimethylchroman-4-yl]carbamoyl]cyclopropyl]-(5-fluoro-3-pyridyl)methyl]-4-ethyl-4-methyl-6-oxo-hexahydropyrimidin-2-ylidene]ammonium CC1(OC2=CC=CC=C2[C@H](C1)NC(=O)[C@H]1[C@@H](C1)C(N1C(N[C@@](CC1=O)(C)CC)=[NH2+])C=1C=NC=C(C1)F)C